COC1=CC=C(C=N1)[C@H](CC(=O)O)N1N=C2C=C(C=CC2=C1)OCCC1=NC=2NCCCC2C=C1 (S)-3-(6-Methoxypyridin-3-yl)-3-(6-(2-(5,6,7,8-tetrahydro-1,8-naphthyridin-2-yl)ethoxy)-2H-indazol-2-yl)propanoic acid